C(C)(C)(C)OC(=O)[C@@](N)(C)C(=O)NCCO 2-(tert-Butoxycarbonyl)-N-(2-hydroxyethyl)-D-alaninamide